S1C2=C(C=C1)C=CC1=C2SC=C1 benzo[1,2-b:6,5-b']dithiophene